4-methyl-1-[(4-methyl-5-oxo-morpholin-2-yl)methyl]-5-[[2-[6-(2,2,2-trifluoroethyl)quinazolin-4-yl]-2,7-diazaspiro[3.5]nonan-7-yl]methyl]indole-2-carbonitrile CC1=C2C=C(N(C2=CC=C1CN1CCC2(CN(C2)C2=NC=NC3=CC=C(C=C23)CC(F)(F)F)CC1)CC1CN(C(CO1)=O)C)C#N